C(C(=O)[O-])(NC(=O)N)NC(=O)N The molecule is a monocarboxylic acid anion that is the conjugate base of allantoic acid. It has a role as a human metabolite and a Saccharomyces cerevisiae metabolite. It is a member of ureas and a monocarboxylic acid anion. It is a conjugate base of an allantoic acid.